OCCCC1=CC=C(C=C1)CC=1C=NNC1C(F)(F)F 4-{[4-(3-hydroxypropyl)phenyl]-methyl}-5-trifluoromethyl-1H-pyrazole